FC=1C=C2C(=NC1)NC=C2C=2C=C(C1=C(N(C(=N1)C)C1CCN(CC1)C)C2)F 6-(5-fluoro-1H-pyrrolo[2,3-b]pyridin-3-yl)-4-fluoro-2-methyl-1-(1-methylpiperidin-4-yl)-1H-benzo[d]imidazole